Cl.N[C@H]1[C@H]([C@H]2CC[C@@H]1O2)C(=O)OC Methyl (1R,2R,3S,4S)-3-amino-7-oxabicyclo[2.2.1]heptane-2-carboxylate Hydrochloride